ON1CN=CC2=C1C=CS2 N-hydroxythienopyrimidine